C(N)(OC1(CC(N(CC1)C1=NC=C(C=C1)C=1C=2N(C=C(N1)C=1C=NN(C1)C)N=CC2C#N)C(C)C)C)=O (isopropyl 1-(5-(3-cyano-6-(1-methyl-1H-pyrazol-4-yl) pyrazolo[1,5-a]pyrazin-4-yl) pyridin-2-yl)-4-methylpiperidin-4-yl) carbamate